BrC1=C(C=CC=C1)C1(CN(C1)C(C1=CC=CC=C1)C1=CC=CC=C1)C#N 3-(2-bromophenyl)-1-(diphenylmethyl)azetidine-3-carbonitrile